(7R,14R)-11-(2-(1-hydroxyethyl)pyrimidin-5-yl)-6-(methyl-d3)-1-(prop-1-yn-1-yl)-6,7-dihydro-7,14-methanobenzo[f]benzo[4,5]imidazo[1,2-a][1,4]diazocin OC(C)C1=NC=C(C=N1)C1=CC2=C(N=C3N2C2=C4C(=CN([C@@H]3C2)C([2H])([2H])[2H])C=CC=C4C#CC)C=C1